tert-butyl (R)-(1-(5,6,7-trifluoro-1H-indole-2-carbonyl)pyrrolidin-3-yl)carbamate FC=1C=C2C=C(NC2=C(C1F)F)C(=O)N1C[C@@H](CC1)NC(OC(C)(C)C)=O